1,3-dihydroxy-2-methyl-benzene OC1=C(C(=CC=C1)O)C